N-(4-(4-amino-7-(1-(1,2-dimethylazetidin-3-yl)-1H-pyrazol-4-yl)-1-methyl-1H-pyrazolo[4,3-c]pyridin-3-yl)-2-((S)-1-(4-fluorophenyl)ethoxy)phenyl)-1,1-difluoromethanesulfonamide NC1=NC=C(C2=C1C(=NN2C)C2=CC(=C(C=C2)NS(=O)(=O)C(F)F)O[C@@H](C)C2=CC=C(C=C2)F)C=2C=NN(C2)C2C(N(C2)C)C